CC=1C(=NSC1C)N(S(=O)(=O)C1=C(C=CC=C1)C1=C(C=C(C=C1)C(=O)OC)COCC)COCCOC methyl 2'-(N-(4,5-dimethylisothiazol-3-yl)-N-((2-methoxyethoxy) methyl) sulfamoyl)-2-(ethoxymethyl)-[1,1'-biphenyl]-4-carboxylate